FC(C=1C(=NC=CC1)OC1=CC(=C(C=C1)C1=C(C(N(C(N1CC)=O)CC1=CC(=C(C=C1)OC)OC)=O)C)C)F 6-(4-{[3-(difluoromethyl)pyridin-2-yl]oxy}-2-methylphenyl)-3-(3,4-dimethoxybenzyl)-1-ethyl-5-methylpyrimidine-2,4(1H,3H)-dione